(4-(3-methoxyphenyl)piperazin-1-yl)-3-phenoxypropan-2-ol COC=1C=C(C=CC1)N1CCN(CC1)CC(COC1=CC=CC=C1)O